(R)-N-(3-(5-(5-(3-aminopiperidine-1-carbonyl)-7-methoxy-1-methyl-1H-benzo[d]imidazol-2-yl)-2,3-dihydro-1H-pyrrolo[1,2,3-de]quinoxalin-1-yl)propyl)acetamide N[C@H]1CN(CCC1)C(=O)C1=CC2=C(N(C(=N2)C2=CC=3C=4N2CCN(C4C=CC3)CCCNC(C)=O)C)C(=C1)OC